3-((6-(6-phenyl-5,6-dihydrocyclopenta[c]pyrazol-2(4H)-yl)pyrimidine-4-yl)ethynyl)imidazo[1,2-b]pyridazine C1(=CC=CC=C1)C1CCC=2C1=NN(C2)C2=CC(=NC=N2)C#CC2=CN=C1N2N=CC=C1